CC1=C(OC2=C(C=C(C=C2C1=O)C)C(C)NC=1C(=NC(=CC1)C)C(=O)O)C1=NC=CC=C1 3-[1-[3,6-Dimethyl-4-oxo-2-(2-pyridyl)chromen-8-yl]ethylamino]-6-methyl-pyridine-2-carboxylic acid